1-cyclopropyl-3-(4-fluorophenyl)-2,4-dioxo-1,2,3,4-tetrahydropyrimidine C1(CC1)N1C(N(C(C=C1)=O)C1=CC=C(C=C1)F)=O